5-(2-hydroxypropan-2-yl)-N'-((3,5,6,7-tetrahydro-2H-indeno[5,6-b]furan-4-yl)-carbamoyl)thiazole-2-sulfonimidamide OC(C)(C)C1=CN=C(S1)S(=O)(N)=NC(NC1=C2CCCC2=CC=2OCCC21)=O